4-oxobut-2-enoic acid (diglyceryl lauryl fumarate) C(C(O)CO)C(CCCCCCCCCCC/C(/C(=O)O)=C\C(=O)O)CC(O)CO.O=CC=CC(=O)O